Cl.N[C@H](C(=O)OC(C)C)CC1=CC(=C(C=C1)O)O Isopropyl (S)-2-amino-3-(3,4-dihydroxyphenyl)propanoate hydrochloride